C(C1=CC=CC=C1)OC1=CC=C(C=C1)C=1C(C(=NCC1)C(=O)OC(C)(C)C)(C)C tert-Butyl 4-(4-(benzyloxy)phenyl)-3,3-dimethyl-3,6-dihydropyridine-carboxylate